2-chloro-α,α,4-trifluoro-benzenepropanoic acid ClC1=C(C=CC(=C1)F)CC(C(=O)O)(F)F